2-(phenylselanyl)cyclohexyl 4-bromobenzoate BrC1=CC=C(C(=O)OC2C(CCCC2)[Se]C2=CC=CC=C2)C=C1